ClC1=NC=NC(=C1)C1=C(C=C(C=C1)F)[N+](=O)[O-] 4-chloro-6-(4-fluoro-2-nitrophenyl)pyrimidine